NCC=1C=C(C=CC1)NC(OCC1C2=CC=CC=C2C=2C=CC=CC12)=O (9H-fluoren-9-yl)methyl (3-(aminomethyl)phenyl)carbamate